4,4'-(furan-2,5-diyl)bis(N-(4-chlorobenzyl)benzimidamide) O1C(=CC=C1C1=CC=C(C(NCC2=CC=C(C=C2)Cl)=N)C=C1)C1=CC=C(C(NCC2=CC=C(C=C2)Cl)=N)C=C1